N1C=C(C=2C1=NC=CC2)C2=NC(=NC=C2C(F)(F)F)N[C@H]2CN(CC2)C2CCN(CC2)CCC2CCN(CC2)C=2C=C1CNC(C1=CC2F)=O 5-(4-(2-(4-((R)-3-((4-(1H-pyrrolo[2,3-b]pyridin-3-yl)-5-(Trifluoromethyl)pyrimidin-2-yl)amino)pyrrolidin-1-yl)piperidin-1-yl)ethyl)piperidin-1-yl)-6-fluoro-1-oxoisoindoline